5-[(4-bromo-2-methylphenyl)methyl]-5,6-dihydro-4H-1,2,4-oxadiazine BrC1=CC(=C(C=C1)CC1NC=NOC1)C